[(2S,3R,4R,5R)-4-acetoxy-3-(2-acetylsulfanylethyl)-5-[2-(2-methylpropanoylamino)-6-oxo-1H-purin-9-yl]tetrahydrofuran-2-yl]methyl benzoate C(C1=CC=CC=C1)(=O)OC[C@H]1O[C@H]([C@@H]([C@@H]1CCSC(C)=O)OC(C)=O)N1C=2N=C(NC(C2N=C1)=O)NC(C(C)C)=O